CN(C1CCC(CC1)NC1=NC2=C(C(=C(C=C2C=N1)C1(NC(=CC=C1)C)C=1C=CC=C(C1)S(=O)(=O)N)F)CC)C 5-(2-(((1r,4r)-4-(dimethylamino)cyclohexyl)amino-8-ethyl-7-fluoroquinazolin-6-yl)-6-methylpyridin-2-yl)benzenesulfonamide